FC=1C=CC2=C(C(=CCO2)C)C1 6-fluoro-4-methyl-2H-1-Benzopyran